C(C)(C)(C)OC(=O)N1[C@@H]([C@H]2CC[C@@H](C1)N2CC2=CC=CC=C2)C |o1:8,9,12| Rel-(1R,2R,5S)-8-benzyl-2-methyl-3,8-diazabicyclo[3.2.1]octane-3-carboxylic acid tert-butyl ester